FC=1C=C(C=C(C1[C@H]1N([C@@H](CC2=C1NC1=CC(=CC=C21)F)C)CC(F)(F)F)F)N[C@@H]2CN(CC2)CCCF (S)-N-(3,5-difluoro-4-((1R,3R)-7-fluoro-3-methyl-2-(2,2,2-trifluoroethyl)-2,3,4,9-tetrahydro-1H-pyrido[3,4-b]indol-1-yl)phenyl)-1-(3-fluoropropyl)tetrahydropyrrol-3-amine